ClC1=CC=C2C(=CNC2=C1)S(=O)(=O)NC=1N=NC(=C(N1)OC)C 6-chloro-N-(5-methoxy-6-methyl-1,2,4-triazin-3-yl)-1H-indole-3-sulfonamide